[(2S,5R)-5-[[3-[5-(trifluoromethyl)-2-thienyl]imidazo[1,2-b]pyridazin-6-yl]amino]tetrahydropyran-2-yl]methanol FC(C1=CC=C(S1)C1=CN=C2N1N=C(C=C2)N[C@@H]2CC[C@H](OC2)CO)(F)F